n-methyl-5-[2-(4-methylpiperazine-1-carbonyl)-2,7-diazaspiro[3.5]non-7-yl]-7-(trifluoromethyl)thieno[3,2-b]pyridine-3-carboxamide CNC(=O)C1=CSC=2C1=NC(=CC2C(F)(F)F)N2CCC1(CN(C1)C(=O)N1CCN(CC1)C)CC2